COC1(CNCC1)C1=CC=C(C=C1)C(=O)N1CCC(CC1)OC1=CC=C(C=C1)C(F)(F)F (4-(3-methoxypyrrolidin-3-yl)phenyl)(4-(4-(trifluoromethyl)phenoxy)piperidin-1-yl)methanone